C(C)OC(=O)C1=CN(C2=C(C(=C(C=C2C1=O)F)F)F)CC 1-ethyl-6,7,8-trifluoro-1,4-dihydro-4-oxo-3-quinolinecarboxylic acid ethyl ester